6-isopropylbenzo[d]oxazol-2-thiol C(C)(C)C1=CC2=C(N=C(O2)S)C=C1